N[C@H]1[C@@H]2N(C[C@H]1CC2)C(=O)C2=CC1=C(N(C(=N1)C=1N(C3=C(C=CC=C3C1)OC)CC1CC1)C)C(=C2)OC ((1R,4R,7R)-7-amino-2-azabicyclo[2.2.1]heptan-2-yl)(2-(1-(cyclopropylmethyl)-7-methoxy-1H-indol-2-yl)-7-methoxy-1-methyl-1H-benzo[d]imidazol-5-yl)methanone